C1(CC1)C1=CC2=C(N(C(N=C2N2[C@H](CNCC2)C)=O)C=2C(=NC=CC2C)C(C)C)N=C1C1=C(C(=CC=C1)O)F (S)-6-cyclopropyl-7-(2-fluoro-3-hydroxyphenyl)-1-(2-isopropyl-4-methylpyridin-3-yl)-4-(2-Methylpiperazin-1-yl)pyrido[2,3-d]pyrimidin-2(1H)-one